methyl (R)-3-(2-((1-(2-(2-(((benzyloxy) carbonyl) amino) ethoxy) ethyl) pyrrolidin-3-yl) amino)-5-(trifluoromethyl) pyrimidin-4-yl)-1H-indole-6-carboxylate C(C1=CC=CC=C1)OC(=O)NCCOCCN1C[C@@H](CC1)NC1=NC=C(C(=N1)C1=CNC2=CC(=CC=C12)C(=O)OC)C(F)(F)F